4-ethyl-1-methyl-5-phenyl-1H-pyrazole-3-carboxamide C(C)C=1C(=NN(C1C1=CC=CC=C1)C)C(=O)N